4-(4-((1R,5S)-3,8-diazabicyclo[3.2.1]octan-3-yl)-6,8-difluoro-2-((tetrahydro-1H-pyrrolizin-7a(5H)-yl)methoxy)quinazolin-7-yl)naphthalen-2-ol [C@H]12CN(C[C@H](CC1)N2)C2=NC(=NC1=C(C(=C(C=C21)F)C2=CC(=CC1=CC=CC=C21)O)F)OCC21CCCN1CCC2